CS(=O)(=O)OCC=1C(=NC(=NC1)SC)Cl (4-chloro-2-(methylthio) pyrimidin-5-yl)methyl methanesulfonate